(ethyl) di(prop-2-yn-1-yl) phosphate P(=O)(OCC)(OCC#C)OCC#C